(2-buten-1-yl)palladium(II) 1,1,1-trifluoromethanesulfonate FC(S(=O)(=O)[O-])(F)F.C(C=CC)[Pd+]